2-(2-bi-phenyloxy)ethyl methacrylate C(C(=C)C)(=O)OCCOC=1C(=CC=CC1)C1=CC=CC=C1